2-[3-(cyclopropyldifluoromethyl)-7-methyl-7H-imidazo[4,5-c]pyridazin-6-yl]-3-(ethylsulfanyl)-5-{5-[1-(trifluoromethyl)cyclopropyl]-1,2,4-oxadiazol-3-yl}pyridine C1(CC1)C(C1=CC2=C(N=N1)N(C(=N2)C2=NC=C(C=C2SCC)C2=NOC(=N2)C2(CC2)C(F)(F)F)C)(F)F